BrC=1C=C(C=CC1)C1(CC2(CC2)C1)C(=O)O 5-(3-bromophenyl)spiro[2.3]hexane-5-carboxylic acid